(S)-quinuclidin-3-yl (7-(3-fluorophenyl)chroman-4-yl)carbamate FC=1C=C(C=CC1)C1=CC=C2C(CCOC2=C1)NC(O[C@@H]1CN2CCC1CC2)=O